N-[(1S)-1-[5-(2-methoxyquinolin-3-yl)-1H-imidazol-2-yl]-7-(1,3-oxazol-2-yl)-7-oxoheptyl]pyrimidine-4-carboxamide COC1=NC2=CC=CC=C2C=C1C1=CN=C(N1)[C@H](CCCCCC(=O)C=1OC=CN1)NC(=O)C1=NC=NC=C1